(5'S,7a'R)-5'-phenyltetrahydro-3'H-spiro[piperidine-4,2'-pyrrolo[2,1-b]thiazol]-3'-one C1(=CC=CC=C1)[C@@H]1CC[C@H]2SC3(C(N21)=O)CCNCC3